bis(4-(n-octyl-n-tetradecylamino) phenyl) ketone C(CCCCCCC)N(C1=CC=C(C=C1)C(=O)C1=CC=C(C=C1)N(CCCCCCCCCCCCCC)CCCCCCCC)CCCCCCCCCCCCCC